3,4-difluoro-benzyl methyl sulfide CSCC1=CC(=C(C=C1)F)F